4-(benzyloxy)-2-ethyl-3,6-dimethylbenzoic acid C(C1=CC=CC=C1)OC1=C(C(=C(C(=O)O)C(=C1)C)CC)C